NC1=C2C(=NC=N1)N(N=C2C2=CC=C(C=C2)OC2=CC=CC=C2)[C@H]2CN(CCC2)C2CCN(CC2)CCCN2CCN(CC2)C=2C=C1C(N(C(C1=CC2)=O)C2C(NC(CC2)=O)=O)=O 5-(4-(3-((R)-3-(4-amino-3-(4-phenoxyphenyl)-1H-pyrazolo[3,4-d]pyrimidin-1-yl)-[1,4'-bipiperidin]-1'-yl)propyl)piperazin-1-yl)-2-(2,6-dioxopiperidin-3-yl)isoindoline-1,3-dione